C(CCCCC)(=O)OC(C=C(C)C=CC)C(C)C (5-methyl-2-prop-1-en-yl-2-hexen-4-yl) hexanoate